{2-Bromo-4-[(5-bromo-thiophen-2-ylmethyl)-(methyl)amino]phenyl}-carbamic acid propyl ester C(CC)OC(NC1=C(C=C(C=C1)N(C)CC=1SC(=CC1)Br)Br)=O